FC1=NC=CC(=C1)N1C[C@H](N(CC1)C(=O)NCC=1C2=CN(N=C2C=CC1)C)C (R)-4-(2-Fluoropyridin-4-yl)-2-methyl-N-((2-methyl-2H-indazol-4-yl)methyl)piperazine-1-carboxamide